4-Methoxy-5-(1-methoxypropyl)-1-methyl-1H-indazol-3-amine COC1=C2C(=NN(C2=CC=C1C(CC)OC)C)N